(E)-3-isopropyl-6-styrylpyridazin-4-ol C(C)(C)C=1N=NC(=CC1O)\C=C\C1=CC=CC=C1